peroxysuccinic acid C(CCC(=O)O)(=O)OO